N-(3-(4-(Cyclohexylamino)-6-phenylfuro[2,3-d]pyrimidin-5-yl)phenyl)prop-2-enamide C1(CCCCC1)NC=1C2=C(N=CN1)OC(=C2C=2C=C(C=CC2)NC(C=C)=O)C2=CC=CC=C2